4-[3-{4-[(3-chlorobenzyl)oxy]-3-methoxybenzyl}-7-fluoro-6-[2-fluoro-1-(fluoromethyl)ethoxy]-2,4-dioxo-3,4-dihydroquinazolin-1(2H)-yl]piperidine-1-carbaldehyde ClC=1C=C(COC2=C(C=C(CN3C(N(C4=CC(=C(C=C4C3=O)OC(CF)CF)F)C3CCN(CC3)C=O)=O)C=C2)OC)C=CC1